tert-butyl N-(2,6-dichloro-4-pyridyl)carbamate ClC1=NC(=CC(=C1)NC(OC(C)(C)C)=O)Cl